OCC1=C(C(=CC(=C1)OCCCC)CO)O 2,6-bis(hydroxymethyl)-4-n-butoxyphenol